1-(trans-3-((2-((1-ethyl-1H-pyrazol-4-yl)amino)-7H-pyrrolo[2,3-d]pyrimidin-4-yl)oxy)-4-fluoropiperidin-1-yl)prop-2-en-1-one C(C)N1N=CC(=C1)NC=1N=C(C2=C(N1)NC=C2)O[C@@H]2CN(CC[C@H]2F)C(C=C)=O